C12(CCC(CC1)C(C)(C)S2)C 1,8-epithiomenthan